6-(2,6-dichloro-3,5-dimethoxyphenyl)-8-(2-methoxyethyl)-2-(methylthio)pyrido[3,4-d]pyrimidine ClC1=C(C(=C(C=C1OC)OC)Cl)C1=CC2=C(N=C(N=C2)SC)C(=N1)CCOC